dimethyl-[4-(5-pyrimidin-2-yl-1H-benzimidazol-2-yl)-phenyl]-amine CN(C1=CC=C(C=C1)C1=NC2=C(N1)C=CC(=C2)C2=NC=CC=N2)C